BrC=1C=C2C(N(C(C2=CC1)(O)C1=CC=C(C=C1)Cl)CC1=NC=C(C#N)C=C1)=O 6-[5-bromo-1-(4-chloro-phenyl)-1-hydroxy-3-oxo-1,3-dihydro-isoindol-2-ylmethyl]-nicotinonitrile